2-(3-((benzyloxy)methyl)-4-ethyl-5-oxo-4,5-dihydro-1H-1,2,4-triazol-1-yl)-3-fluoro-6-(2-fluoro-5-methylphenyl)-1,6-naphthyridin-5(6H)-one C(C1=CC=CC=C1)OCC1=NN(C(N1CC)=O)C1=NC=2C=CN(C(C2C=C1F)=O)C1=C(C=CC(=C1)C)F